tert-butyl 4-(oxetan-3-yl)piperazin-1-carboxylate O1CC(C1)N1CCN(CC1)C(=O)OC(C)(C)C